N-(4-chloro-6-(trifluoromethyl)pyridin-3-yl)-2-(2-(3,6-dihydro-2H-pyran-4-yl)-5-ethyl-6-(4-(3-hydroxypicolinoyl)piperazin-1-yl)-7-oxo-[1,2,4]triazolo[1,5-a]pyrimidin-4(7H)-yl)acetamide ClC1=C(C=NC(=C1)C(F)(F)F)NC(CN1C=2N(C(C(=C1CC)N1CCN(CC1)C(C1=NC=CC=C1O)=O)=O)N=C(N2)C=2CCOCC2)=O